butyl 3-[[[1-[1-(2,6-dioxo-3-piperidyl)-3-methyl-2-oxo-benzimidazol-4-yl]-4-piperidyl]-methyl-amino]methyl]azetidine-1-carboxylate O=C1NC(CCC1N1C(N(C2=C1C=CC=C2N2CCC(CC2)N(C)CC2CN(C2)C(=O)OCCCC)C)=O)=O